(R)-3-(benzoyloxy)-4-methylenepyrrolidine-1-carboxylic acid tert-butyl ester C(C)(C)(C)OC(=O)N1C[C@@H](C(C1)=C)OC(C1=CC=CC=C1)=O